2,4-bis(n-octylthiomethyl)-6-methylphenol C(CCCCCCC)SCC1=C(C(=CC(=C1)CSCCCCCCCC)C)O